4-(3-chloro-1H-pyrazol-1-yl)-2-{2,6-dimethyl-4-[(trifluoromethyl)sulfonyl]phenyl}-6-ethyl-5-hydroxypyridazin-3(2H)-one ClC1=NN(C=C1)C=1C(N(N=C(C1O)CC)C1=C(C=C(C=C1C)S(=O)(=O)C(F)(F)F)C)=O